6-(2,4-difluorobenzylidene)-2-azaspiro[3.3]heptane-2-carboxylic acid tert-butyl ester C(C)(C)(C)OC(=O)N1CC2(C1)CC(C2)=CC2=C(C=C(C=C2)F)F